BrC=1C=C(C(=O)OC(C)(C)C)C=C(C1)C1(CC1)F tert-butyl 3-bromo-5-(1-fluorocyclopropyl)benzoate